C1=CC=CC=2C3=CC=CC=C3C(C12)COC(=O)N(C(C(=O)O)CCC1=CC=C(C=C1)C(N(OC1OCCCC1)C)=O)C 2-((((9H-Fluoren-9-yl)methoxy)carbonyl)(methyl)amino)-4-(4-(methyl((tetrahydro-2H-pyran-2-yl)oxy)carbamoyl)phenyl)butanoic acid